9β,10α-cholesta-5,7-diene-3β,25-diol CC(C)(CCC[C@@H](C)[C@H]1CC[C@H]2C3=CC=C4C[C@H](CC[C@@]4(C)[C@@H]3CC[C@]12C)O)O